COC=1C=C(CCNC(OC(C)(C)C)=O)C=CC1OC tert-Butyl (3,4-dimethoxyphenethyl)carbamate